ClC1=CC=C2C(C=CNC2=C1)=O 7-chloroquinolin-4(1H)-one